OC(CN(C(=O)N)CC(C)O)C N,N-bis(2-hydroxypropyl)urea